C(C)OC(C(CNC[C@H]1N(CCN(C1)C(=O)[O-])C(=O)OC(C)(C)C)(C)C)=O tert-butyl (2R)-2-[[(3-ethoxy-2,2-dimethyl-3-oxo-propyl)amino]methyl]piperazine-1,4-dicarboxylate